(3S)-3,7-dimethyl-1-[2-methyl-4-(4-methylimidazol-1-yl)phenyl]sulfonyl-indoline C[C@@H]1CN(C2=C(C=CC=C12)C)S(=O)(=O)C1=C(C=C(C=C1)N1C=NC(=C1)C)C